CC=1C=C2C(C=C(OC2=C(C1)C(C)NC1=C(C(=O)O)C=CC=C1)N1CC=2N(N=CC2C1)C)=O 2-[1-[6-methyl-2-(1-methyl-4,6-dihydropyrrolo[3,4-c]pyrazol-5-yl)-4-oxo-chromen-8-yl]ethyl-amino]benzoic acid